O1CCN(CC1)CCOC1=C2C(C=C(C(C2=CC=C1)=O)OC1=CC=C(C=C1)OC)=O 5-(2-morpholinoethoxy)-2-(4-methoxyphenoxy)naphthalene-1,4-dione